FC1=C(C(=O)N2CCC(CC2)OC2CCN(CC2)CC(=O)N2CCN(CC2)C(=O)C=2C=C(C=CC2F)CC2=NNC(C3=CC=CC=C23)=O)C(=CC(=C1)C1=CC(=CC=C1)CC(F)(F)F)F 4-[[3-[4-[2-[4-[[1-[2,6-difluoro-4-[3-(2,2,2-trifluoroethyl)phenyl]benzoyl]-4-piperidyl]oxy]-1-piperidyl]acetyl]piperazine-1-carbonyl]-4-fluoro-phenyl]methyl]-2H-phthalazin-1-one